6-{5-[(4-{[4-(pentafluoro-λ6-sulfanyl)phenyl]Amino}piperidin-1-yl)sulfonyl]pyridin-2-yl}imidazo[1,2-a]pyridine-3-carbonitrile FS(C1=CC=C(C=C1)NC1CCN(CC1)S(=O)(=O)C=1C=CC(=NC1)C=1C=CC=2N(C1)C(=CN2)C#N)(F)(F)(F)F